ClC1=C(C(=O)O)C=CC(=C1SCC(F)(F)F)S(=O)(=O)C 2-chloro-4-(methylsulfonyl)-3-((2,2,2-trifluoroethyl)thio)benzoic acid